3,3'-(phenazine-2,3-diyl)bis(propane-1-sulfonate) C1=C(C(=CC2=NC3=CC=CC=C3N=C12)CCCS(=O)(=O)[O-])CCCS(=O)(=O)[O-]